4-Chloro-7-(4-{3-[4-({4-[2-(2,6-dioxopiperidin-3-yl)-1-oxo-2,3-dihydro-1H-isoindol-5-yl]piperazin-1-yl}methyl)piperidin-1-yl]phenyl}piperidin-1-yl)-1H-indole-3-carbonitrile ClC1=C2C(=CNC2=C(C=C1)N1CCC(CC1)C1=CC(=CC=C1)N1CCC(CC1)CN1CCN(CC1)C=1C=C2CN(C(C2=CC1)=O)C1C(NC(CC1)=O)=O)C#N